COC(CNCC)=O ethyl-glycine-methylester